ClC1=NC=C(C=C1)C1(OCCO1)C 2-chloro-5-(2-methyl-1,3-dioxolan-2-yl)-pyridine